C(C)OC(=O)C=1NC(OC1)=O ethyl-2-oxo-2,3-dihydrooxazole-4-carboxylate